O[C@H]1[C@H](C2=CC=CC=C2C1)C1(CC1)C(=O)N [(1R,2R)-2-hydroxyindan-1-yl]cyclopropanecarboxamide